(1S,3S)-3-((2-(5-((((4-fluorobutyl)(methyl)carbamoyl)oxy)methyl)-1-methyl-1H-pyrazol-4-yl)-4-methyl-pyrimidin-5-yl)oxy)cyclohexane-1-carboxylic acid FCCCCN(C(=O)OCC1=C(C=NN1C)C1=NC=C(C(=N1)C)O[C@@H]1C[C@H](CCC1)C(=O)O)C